C1(=CC=CC=C1)C1CCC=2C1=NN(C2)C2CC(CC2)C=O 3-(6-phenyl-5,6-dihydrocyclopenta[c]pyrazol-2(4H)-yl)cyclopentane-1-carbaldehyde